4-amino-1-methyl-cyclohexanecarbonitrile hydrochloride Cl.NC1CCC(CC1)(C#N)C